N1C(=NCCC1)NC=1C=C(C(=O)NCC(=O)NCCC(=O)O)C=CC1 3-(2-(3-(1,4,5,6-tetrahydropyrimidin-2-ylamino)benzamido)acetamido)propanoic acid